8-chloro-2-(hydroxymethyl)chroman-4-one ClC=1C=CC=C2C(CC(OC12)CO)=O